FC1=CC=C(C=C1)/C=C/C1=CC=C(C=C1)C1=CC(=NO1)C1=CC(=C(C=C1)Cl)Cl (E)-5-(4-(4-fluorophenylethenyl)phenyl)-3-(3,4-dichlorophenyl)-isoxazole